7-Chloro-4-(methylamino)-1-(pyridin-3-yl)quinazolin-2(1H)-one ClC1=CC=C2C(=NC(N(C2=C1)C=1C=NC=CC1)=O)NC